(2S,4S)-4-(tert-butyl-dimethyl-silanyloxymethyl)-4-hydroxy-pyrrolidine-1,2-dicarboxylic acid C(C)(C)(C)[SiH2]OC([C@@]1(C[C@H](N(C1)C(=O)O)C(=O)O)O)(C)C